tert-butyl ((S)-1-((2S,4R)-4-((tert-butyldimethylsilyl)oxy)-2-(((R)-2-hydroxy-1-(4-(4-methylthiazol-5-yl)phenyl)ethyl)carbamoyl)pyrrolidin-1-yl)-3,3-dimethyl-1-oxobutan-2-yl)carbamate [Si](C)(C)(C(C)(C)C)O[C@@H]1C[C@H](N(C1)C([C@H](C(C)(C)C)NC(OC(C)(C)C)=O)=O)C(N[C@@H](CO)C1=CC=C(C=C1)C1=C(N=CS1)C)=O